SCCC(=O)OCCCCOC(CCS)=O 1,4-Butanediol bis(3-mercapto-propionat)